3-(3,4-Difluorobenzoyl)-1,2,3,6-tetrahydro-1,1-dimethyl-azepino[4,5-b]indole-5-carboxylic acid 1-methylethyl ester CC(C)OC(=O)C1=CN(CC(C2=C1NC=1C=CC=CC21)(C)C)C(C2=CC(=C(C=C2)F)F)=O